4-chloro-2-methoxybenzene-1-carbonitrile ClC1=CC(=C(C=C1)C#N)OC